ethyl bromide Magnesium chloride [Cl-].[Mg+2].C(C)Br.[Cl-]